(2S)-2-(tert-butoxycarbonylamino)-2-(4,4-difluorocyclohexyl)-acetic acid C(C)(C)(C)OC(=O)N[C@H](C(=O)O)C1CCC(CC1)(F)F